OCCS(=O)(=O)NC1=NC=C(C(=O)NC2=NC(=CC=C2)N2C[C@H](OCC2)C)C(=C1)N1CCC2(CC2)CC1 (R)-6-((2-hydroxyethyl)sulfonamido)-N-(6-(2-methylmorpholino)pyridin-2-yl)-4-(6-azaspiro[2.5]octan-6-yl)nicotinamide